C(#CC)C=1C(=NC(NC1)=O)N 5-(1-propynyl)cytosine